Cl.N1[C@@H](COCC1)C(=O)OCC1=CC(=NC(=C1)Cl)Cl (2,6-Dichloropyridin-4-yl)methyl (S)-morpholine-3-carboxylate hydrochloride